FCCOC1=C(CN2CCN(CC2)C(=O)OC)C=CC=C1NC(=O)NC=1C=NC(=CC1)C Methyl 4-(2-(2-fluoroethoxy)-3-(3-(6-methylpyridin-3-yl)ureido)benzyl)piperazine-1-carboxylate